NC=1C=C2C(=CN(C2=CC1)C1=CC=C(C=C1)C(F)(F)F)CO (5-amino-1-(4-(trifluoromethyl)-phenyl)-1H-indol-3-yl)methanol